COCCN(CCC[Si](OC)(OC)OC)CCOC {3-[bis(methoxyethyl)amino]propyl}trimethoxysilane